C(C(C)C)(=O)O[C@@H]1[C@](O[C@H](C1)N1C2=NC(=NC(=C2N=C1)NC(CCCSC(C)=O)=O)Cl)(COC(C(C)C)=O)C#C (2R,3S,5R)-5-(6-(4-(acetylthio)butanamido)-2-chloro-9H-purin-9-yl)-2-ethynyl-2-((isobutyryloxy)methyl)tetrahydrofuran-3-yl isobutyrate